2-(((2-hydroxyethyl)amino)methyl)succinic acid OCCNCC(C(=O)O)CC(=O)O